6-(2-bromoethoxy)-1-(oxetan-3-yl)-1,2,3,4-tetrahydroquinolin-2-one BrCCOC=1C=C2CCC(N(C2=CC1)C1COC1)=O